O=C(C(=O)NC=1C2=C(C=NC1)C=NN2)N2[C@H](CC[C@@H](C2)C)C=2C=CC1=C(N=C(S1)[C@H]1CC(N(CC1)C)(C)C)C2 |&1:29| 2-oxo-N-(1H-pyrazolo[4,3-c]pyridin-7-yl)-2-[(2R,5S)-5-methyl-2-[2-[rac-(4R)-1,2,2-trimethyl-4-piperidyl]-1,3-benzothiazol-5-yl]-1-piperidyl]acetamide